ClC1=NC=CC(=N1)OCC(F)(F)F 2-chloro-4-(2,2,2-trifluoroethoxy)pyrimidine